C(C)(C)(C)N(C(O)=O)CCCOC1CCN(CC1)C(COC1=C2C(N(C(C2=CC=C1)=O)C1C(NC(CC1)=O)=O)=O)=O.BrCCCS(=O)(=O)C 1-bromo-3-(methylsulphonyl)propane tert-butyl-(3-((1-(2-((2-(2,6-dioxopiperidin-3-yl)-1,3-dioxoisoindolin-4-yl)oxy)acetyl)piperidin-4-yl)oxy)propyl)carbamate